COC=1C=CC=2C3=C(C=NC2N1)N=CN=C3N3CCN(CCC3)S(=O)(=O)NC(OC(C)(C)C)=O tert-butyl ((4-(8-methoxypyrimido[4,5-c][1,8]naphthyridin-1-yl)-1,4-diazepane-1-yl)sulfonyl)carbamate